N1(N=NC2=C1C=CC=C2)CC(=O)N2C(CC(C2)F)C(=O)NC(C2=CC=CC=C2)C2=CC(=C(C=C2)C2CC2)F 1-[2-(1H-1,2,3-benzotriazol-1-yl)acetyl]-N-[(4-cyclopropyl-3-fluorophenyl)(phenyl)methyl]-4-fluoropyrrolidine-2-carboxamide